6-(4-((R)-3-methyl-1-((R)-3-oxo-4-(trifluoromethyl)-3,5,6,7-tetrahydro-2H-cyclopenta[c]pyridazin-7-yl)pyrrolidine-3-carbonyl)piperazin-1-yl)nicotinonitrile C[C@@]1(CN(CC1)[C@@H]1CCC=2C1=NNC(C2C(F)(F)F)=O)C(=O)N2CCN(CC2)C2=NC=C(C#N)C=C2